[Cl-].N1C=NC=C1 imidazole chloride salt